C1(=CC=CC=C1)C1=CC=CC=2SC3=C(C21)C=CC=C3 1-phenyl-dibenzothiophene